N-(4-(N-(2'-amino-5'H-spiro[isochromane-4,4'-thiazol]-6-yl)sulfamoyl)phenyl)acetamide NC=1SCC2(N1)COCC1=CC=C(C=C12)NS(=O)(=O)C1=CC=C(C=C1)NC(C)=O